C(C)C1=C(CNC(=O)C(=O)NCC2=C(C=C(C=C2)C)CC)C=CC(=C1)C N,N'-bis(2-ethyl-4-methyl-benzyl)-oxamide